8-bromo-2-(2-cyclopropyl-4-methoxyphenyl)-7-hydroxy-3-(oxazol-5-ylmethyl)benzo[4,5]thieno[2,3-d]pyrimidin-4(3H)-one BrC1=C(C=CC2=C1SC=1N=C(N(C(C12)=O)CC1=CN=CO1)C1=C(C=C(C=C1)OC)C1CC1)O